C(=O)(O)C1=CC=C(C=C1)C(=C(C1=CC=C(C=C1)C(=O)O)C1=CC=C(C=C1)C(=O)O)C1=CC=C(C=C1)C(=O)O 1,1,2,2-tetrakis(4-carboxyphenyl)ethylene